(R)-4-(4-acryloyl-3-methylpiperazin-1-yl)-6,7-dichloro-1-(2-isopropyl-4-methylpyridin-3-yl)-2-oxo-1,2-dihydro-1,8-naphthyridine-3-carbonitrile C(C=C)(=O)N1[C@@H](CN(CC1)C1=C(C(N(C2=NC(=C(C=C12)Cl)Cl)C=1C(=NC=CC1C)C(C)C)=O)C#N)C